COC(C1=C(C=CC(=C1)C)C(C1=C(C=C(C=C1)C)OC)=O)=O 2-(2-Methoxy-4-methylbenzoyl)-5-methylbenzoic acid methyl ester